(R)-4-(pyrrolidin-3-yloxy)-6-(6-(trifluoromethyl)-pyrazolo[1,5-a]pyridin-3-yl)isoquinoline N1C[C@@H](CC1)OC1=CN=CC2=CC=C(C=C12)C=1C=NN2C1C=CC(=C2)C(F)(F)F